(E)-N1-(2-(2,6-dioxopiperidin-3-yl)-3-oxoisoindolin-4-yl)-N6-(4-(2-((4-(2-(3-methylbenzylidene)hydrazino)-6-morpholinopyrimidin-2-yl)oxy)ethyl)phenyl)adipamide O=C1NC(CCC1N1CC2=CC=CC(=C2C1=O)NC(CCCCC(=O)NC1=CC=C(C=C1)CCOC1=NC(=CC(=N1)N/N=C/C1=CC(=CC=C1)C)N1CCOCC1)=O)=O